2-(2-Cyclopropylpyridin-3-yl)-5-methoxy-N-((1-(1-methyl-4-(trifluoromethyl)-1H-imidazol-2-yl)piperidin-4-yl)methyl)pyrimidin-4-amine C1(CC1)C1=NC=CC=C1C1=NC=C(C(=N1)NCC1CCN(CC1)C=1N(C=C(N1)C(F)(F)F)C)OC